C(C)OCCN1N=CC(=C1)NC=1OC(=CN1)C=1C=CC(=NC1)N1C(NCC1)=O 1-(5-{2-[1-(2-Ethoxy-ethyl)-1H-pyrazol-4-ylamino]-oxazol-5-yl}-pyridin-2-yl)-imidazolidin-2-one